2-(3-(1-acetylpiperidin-4-yl)-5'-fluoro-1'-methyl-1H,1'H-[4,6'-biindazol]-1-yl)-N-(2-((2-amino-2-oxoethyl)amino)-2-oxoethyl)acetamide C(C)(=O)N1CCC(CC1)C1=NN(C=2C=CC=C(C12)C1=C(C=C2C=NN(C2=C1)C)F)CC(=O)NCC(=O)NCC(=O)N